BrC=1C(N(C(=CC1OCC1=NC=C(C=C1F)F)C)C1=CC(=NC=C1C)C1=NC(=CC=C1)C(C)(C)O)=O (P)-3-bromo-4-((3,5-difluoropyridin-2-yl)methoxy)-6''-(2-hydroxypropan-2-yl)-5',6-dimethyl-2H-[1,4':2',2''-terpyridin]-2-one